4-[[5-(4-hydroxy-1-piperidinyl)-2-pyridinyl]amino]-2-(1-methyl-4-piperidinyl)-6H-1,6-naphthyridin-5-one OC1CCN(CC1)C=1C=CC(=NC1)NC1=CC(=NC=2C=CNC(C12)=O)C1CCN(CC1)C